N-(2-chloro-3-(7-chloro-2,4-dioxa-1,2-dihydropteridine-3(4H)-yl)phenyl)pyrimidine-4-carboxamide ClC1=C(C=CC=C1N1ONC2=NC(=CN=C2O1)Cl)NC(=O)C1=NC=NC=C1